ClC1=C(C(=CC=C1Cl)OC)C1=CC=2N(C=C1)C=C(N2)C2=CC1(C2)CCN(CC1)C(=O)OC(C)(C)C tert-Butyl 2-(7-(2,3-dichloro-6-methoxyphenyl)imidazo[1,2-a]pyridin-2-yl)-7-azaspiro[3.5]non-1-ene-7-carboxylate